N1C(NCC=2C1=NC=NC2)=S 3,4-dihydropyrimido[4,5-d]pyrimidine-2(1H)-thione